Benzyl 4-(3-oxocyclobutyl)piperidine-1-carboxylate O=C1CC(C1)C1CCN(CC1)C(=O)OCC1=CC=CC=C1